ClC1=C(C=CC(=C1)Cl)C1=C(C=CC(=C1)F)F 2',4'-dichloro-2,5-difluorobiphenyl